CN(C1=NC=C(C=N1)NC=1C=NC=CC1)C N2,N2-dimethyl-N5-3-pyridinyl-2,5-Pyrimidinediamine